(5-methyl-4,5,6,7-tetrahydrothiazolo[5,4-c]pyridin-2-yl)benzamide CN1CC2=C(CC1)N=C(S2)C2=C(C(=O)N)C=CC=C2